C1(=C(C=CC=C1)[I+]C(C)C)C tolyl-isopropyl-iodonium